C(C1=CC=CC=C1)N1C(CCC2=C(C(=C(C=C12)F)[N+](=O)[O-])F)=O 1-benzyl-5,7-difluoro-6-nitro-3,4-dihydroquinolin-2-one